((R)-4-(2-amino-4-bromooxazolo[4,5-c]pyridin-7-yl)morpholin-2-yl)((S)-6,8-dichloro-1-methyl-3,4-dihydroisoquinolin-2(1H)-yl)methanone NC=1OC2=C(C(=NC=C2N2C[C@@H](OCC2)C(=O)N2[C@H](C3=C(C=C(C=C3CC2)Cl)Cl)C)Br)N1